cyclobutyl-[methoxy]-6-(5-chloro-2-fluorophenyl)-N-[(2,4-dimethoxyphenyl)methyl]pyridazin-4-amine C1(CCC1)C=1C(=C(N=NC1C1=C(C=CC(=C1)Cl)F)OC)NCC1=C(C=C(C=C1)OC)OC